C1(CCC(N1)=O)=O succinimide